FC1=CC=C2C=CC(=NC2=C1)CN1CCCCC1 1-((7-fluoroquinolin-2-yl)methyl)piperidin